OCC1(CNCCC1)C#N 3-(hydroxymethyl)piperidine-3-carbonitrile